3-fluoro-3-(hydroxymethyl)azetidine-1-carboxylic acid tert-butyl ester C(C)(C)(C)OC(=O)N1CC(C1)(CO)F